C(C)(C)(C)OC(=O)N1SOC[C@@H]1CF.CC1=C(C2=CC=CC=C2C=C1)C=O.[Na] sodium methylnaphthaleneformaldehyde tert-Butyl-(R)-4-(fluoromethyl)-1,2,3-oxathiazolidine-3-carboxylate